5-bromo-2,7-dimethylindazole BrC1=CC2=CN(N=C2C(=C1)C)C